FC(C(C(F)(F)F)[C@@]1(CC12CCNCC2)C(NC=2N=NC(=CC2)C)=O)(F)F 1,1,1,3,3,3-hexafluoro-propan-2-yl-(R)-1-((6-methylpyridazin-3-yl)carbamoyl)-6-azaspiro[2.5]-octane